2-(1-bromoethyl)-5-cyclopropylpyrazine BrC(C)C1=NC=C(N=C1)C1CC1